3-(Hydroxy-(4-isopropyl-phenyl)-{3-[3-(4-methyl-tetrahydro-pyran-4-yl)-[1,2,4]oxadiazol-5-yl]-phenyl}-methyl)-3-methyl-azetidine-1-carboxylic acid tert-butyl ester C(C)(C)(C)OC(=O)N1CC(C1)(C)C(C1=CC(=CC=C1)C1=NC(=NO1)C1(CCOCC1)C)(C1=CC=C(C=C1)C(C)C)O